(6-((5-bromo-2-chloropyrimidin-4-yl)amino)-2,3-dihydrobenzo[b][1,4]dioxin-5-yl)dimethylphosphine oxide BrC=1C(=NC(=NC1)Cl)NC1=C(C2=C(OCCO2)C=C1)P(C)(C)=O